C1(CC(C(CC1)C(C)C)O)C E-Menthol